C1(CC1)S(=O)(=O)NCCCN(CCCCCCCC(=O)OC(CCCCCCCC)CCCCCCCC)CCCCCCCC(=O)OCC(CCCCCCC)C heptadecan-9-yl 8-((3-(cyclopropanesulfonamido)propyl)(8-((2-methylnonyl)oxy)-8-oxooctyl)amino)octanoate